2-ethoxy-8-(2-fluoro-4-iodoanilino)-3,4-dihydro-2,6-naphthyridin C(C)ON1CC2=C(C=NC=C2CC1)NC1=C(C=C(C=C1)I)F